Cl.CN(C)CC1C(=CCCC1)C=1C=C(C=CC1)O 3-[3-[(dimethylamino)methyl]-1-cyclohexen-2-yl]phenol hydrochloride